C(CCCCCCCCCCCCCC)(=O)OCC(OC(CCCCCCCCCCCCCCCC)=O)COP(=O)(O)OC[C@H](N)C(=O)O 1-pentadecanoyl-2-heptadecanoyl-glycero-3-phosphoserine